C1(CC1)OC1=C(C(=O)OC)C=C(C=C1)F Methyl 2-cyclopropoxy-5-fluorobenzoate